(3h)-benzothiazolone S1(CNC2=C1C=CC=C2)=O